BrC1=C(C(COC(C2=CC(C(=O)OCC=3C(O)=C(C=C(C3)Br)Br)=CC=C2)=O)=CC(=C1)Br)O bis(3,5-dibromosalicyl)isophthalate